O1CC(NC2=C1C=CC=C2)=O 3,4-dihydro-2H-1,4-benzoxazin-3-one